N-(7-((4-Bromo-3-fluorophenyl)sulfonyl)-7-azaspiro[3.5]nonan-2-yl)-2-chloroacetamide BrC1=C(C=C(C=C1)S(=O)(=O)N1CCC2(CC(C2)NC(CCl)=O)CC1)F